FC1=CC(=C(OC=2C(=NC=NC2)N2CC3(CCN(C3)C(=O)OC(C)(C)C)CC2)C=C1)C(F)(F)F tert-butyl 7-(5-(4-fluoro-2-(trifluoromethyl) phenoxy) pyrimidin-4-yl)-2,7-diazaspiro[4.4]nonane-2-carboxylate